3-(isopropyl)-2-methoxypyrazine C(C)(C)C=1C(=NC=CN1)OC